N(=O)OC(C)(C)C 1,1-dimethylethyl nitrite